[2-(4-cyclopropyl-6-methoxy-pyrimidin-5-yl)-5H-pyrrolo[3,2-d]pyrimidin-7-yl]-[4-[1-(trideuteriomethyl)-4-(trifluoromethyl)imidazol-2-yl]phenyl]methanol C1(CC1)C1=NC=NC(=C1C=1N=CC2=C(N1)C(=CN2)C(O)C2=CC=C(C=C2)C=2N(C=C(N2)C(F)(F)F)C([2H])([2H])[2H])OC